(1R,5R,6R)-N-(3-methylphenyl)-2-oxabicyclo[3.1.0]hexane-6-carboxamide CC=1C=C(C=CC1)NC(=O)[C@@H]1[C@H]2CCO[C@@H]12